trans-Methyl 4-((3-(2-cyclopropylthiazol-5-yl)phenyl)((trans-4-(3-fluoro-1-methyl-1H-indazol-5-yl)cyclohexyl)methyl)carbamoyl)-cyclohexanecarboxylate C1(CC1)C=1SC(=CN1)C=1C=C(C=CC1)N(C(=O)[C@@H]1CC[C@H](CC1)C(=O)OC)C[C@@H]1CC[C@H](CC1)C=1C=C2C(=NN(C2=CC1)C)F